BrC=1C=NN(C1C1=CC=CC=C1)CC(F)(F)F 4-bromo-5-phenyl-1-(2,2,2-trifluoroethyl)pyrazole